3-methyl-2,3-diaminocyclohexane CC1(C(CCCC1)N)N